2-(cyclobutylmethyl)-5-(8-fluoro-2-methylimidazo[1,2-a]pyridin-6-yl)-7H-pyrrolo[2,3-d]pyrimidine C1(CCC1)CC=1N=CC2=C(N1)NC=C2C=2C=C(C=1N(C2)C=C(N1)C)F